trans-4-{3-[2-(4-hydroxy-3-methoxyphenyl)acetamido]phenyl}cyclohexyl 2-methylpropanoate CC(C(=O)O[C@@H]1CC[C@H](CC1)C1=CC(=CC=C1)NC(CC1=CC(=C(C=C1)O)OC)=O)C